Cl.C1(CC1)C1=CC=C(C=C1)[C@](O)(C=1C=NC=C(C1)C1=NC(=NO1)C1CCOCC1)C1(CNC1)C (R)-(4-Cyclopropyl-phenyl)-(3-methyl-azetidin-3-yl)-{5-[3-(tetrahydro-pyran-4-yl)-[1,2,4]oxadiazol-5-yl]-pyridin-3-yl}-methanol, hydrochloride salt